N1,N4-bis(2-ethylhexyl)-N1,N4-bis(4-methylpentan-2-yl)benzene-1,4-diamine C(C)C(CN(C1=CC=C(C=C1)N(C(C)CC(C)C)CC(CCCC)CC)C(C)CC(C)C)CCCC